COC=1C=C(C=CC1OC)C=1N=C2N(C(C1)=O)C=C(C=C2)OC2CCNCC2 2-(3,4-dimethoxyphenyl)-7-(piperidin-4-yloxy)-4H-pyrido[1,2-a]pyrimidin-4-one